vinyl methyl di(methyl acetate) CCC(=O)OC=C.CCC(=O)OC